1,2-dibenzyloxy-4-bromo-5-nitro-benzene C(C1=CC=CC=C1)OC1=C(C=C(C(=C1)[N+](=O)[O-])Br)OCC1=CC=CC=C1